sulphosodium S(=O)(=O)(O)[Na]